((2-bromopyridin-3-yl) carbamoyl) azetidine-1-carboxylate N1(CCC1)C(=O)OC(NC=1C(=NC=CC1)Br)=O